OCC=1C=C(C=CC1)NC1C2=C(C=3N(CC1)N=NC3C)C=CC(=C2)C2=CCN(CC2)C(=O)OC(C)(C)C tert-butyl 4-(7-((3-(hydroxymethyl)phenyl)amino)-1-methyl-6,7-dihydro-5H-benzo[c][1,2,3]triazolo[1,5-a]azepin-9-yl)-5,6-dihydropyridine-1(2H)-carboxylate